N1C2=C(C(C=C1)=O)C1=C(S2)C=CC=C1 benzo[4,5]thieno[2,3-b]pyridin-4(1H)-one